C(C)C1=NOC2=C1C=C(C(=C2)OC)C2=NC=CC=C2S(=O)(=O)N (3-ethyl-6-methoxybenzo[d]isoxazol-5-yl)pyridine-3-sulfonamide